(S)-1-(trans-4-(5-(benzyloxy)pyrazolo[1,5-a]pyridin-3-yl)cyclohexyl)ethane C(C1=CC=CC=C1)OC1=CC=2N(C=C1)N=CC2[C@@H]2CC[C@H](CC2)CC